N1NC(C=C1)=C1C=NN=C1C#N 2H-[3,4'-bipyrazole]-5'-carbonitrile